FC(OC1=CC=C(C=C1)N(C1CCN(CC1)C1=CC=NC=C1)C=1C=NC=CC1OC)F (p-difluoromethoxyphenyl)(4-methoxy-3-pyridyl)[1-(4-pyridyl)-4-piperidyl]amine